(s)-5-(6-(2-hydroxy-6-methyl-4-(trifluoromethyl)phenyl)-3-((S)-1-hydroxyethyl)-2H-pyrazolo[3,4-b]pyrazin-2-yl)-1-isopropylpiperidin-2-one OC1=C(C(=CC(=C1)C(F)(F)F)C)C=1C=NC=2C(N1)=NN(C2[C@H](C)O)[C@H]2CCC(N(C2)C(C)C)=O